(3R,5'S)-1'-(N-methyl-N-((2,2,2-trifluoroacetyl)-L-alanyl)leucyl)-2-oxo-1,2,6,7,8,9-hexahydrospiro[imidazo[1,2-b]indazole-3,3'-pyrrolidine]-5'-carboxamide CN([C@@H](CC(C)C)C(=O)N1C[C@]2(C[C@H]1C(=O)N)C(NC=1N2N=C2CCCCC12)=O)C([C@@H](NC(C(F)(F)F)=O)C)=O